6-acetyl-2-{6-cyclopropyl-4-[2-(4-methyl-1,2,4-triazol-3-yl)phenyl]pyridin-2-yl}-4-(trifluoromethyl)-3H-isoindol-1-one C(C)(=O)C1=CC(=C2CN(C(C2=C1)=O)C1=NC(=CC(=C1)C1=C(C=CC=C1)C1=NN=CN1C)C1CC1)C(F)(F)F